C(OC1=C(C(=CC(=C1)CCCCC)O)CC=C(CCC=C(C)C)C)(=O)Cl 2-(3,7-dimethylocta-2,6-dien-1-yl)-3-hydroxy-5-pentylphenyl carbonochloridate